OC1=CC=C(C2=C1OCCO2)N2CCN(CC2)O 8-Hydroxy-5-(4-hydroxypiperazin-1-yl)-2,3-dihydro-1,4-benzodioxine